C1(CC1)C([C@@H](C(=O)NC=1C=NN(C1)C(=O)OC(C)(C)C)NC(=O)C=1N(N=CC1)C(C)C)C1CC1 tert-butyl 4-[[(2S)-3,3-dicyclopropyl-2-[(2-isopropylpyrazole-3-carbonyl)amino]propanoyl]amino]pyrazole-1-carboxylate